5-[8-amino-1-(4-{[4-(trifluoromethyl)pyridin-2-yl]carbamoyl}phenyl)imidazo[1,5-a]pyrazin-3-yl]-1H-pyrrole-2-carboxylic acid NC=1C=2N(C=CN1)C(=NC2C2=CC=C(C=C2)C(NC2=NC=CC(=C2)C(F)(F)F)=O)C2=CC=C(N2)C(=O)O